FC1=CC=C(C=C1)N1N=CC2=C1C[C@@H]1CCN(C[C@]1(C2)C(C2=NC=CC(=C2)C(F)(F)F)=O)C(=O)[O-] (4aR,8aS)-1-(4-Fluorophenyl)-4a-(4-(trifluoromethyl)picolinoyl)-1,4,4a,5,7,8,8a,9-octahydro-6H-Pyrazolo[3,4-g]isoquinoline-6-carboxylate